FC(C(NO)=N)(C1=CC=C(C=C1)F)F 2,2-difluoro-2-(4-fluorophenyl)-N-hydroxyacetimidamide